N-hexadecyl-2-(3-methoxy-4-(tert-butylcarbonyloxy)-phenyl)-3,5,7-tris-(tert-butylcarbonyloxy)-quinolin-4-one C(CCCCCCCCCCCCCCC)N1C(=C(C(C2=C(C=C(C=C12)OC(=O)C(C)(C)C)OC(=O)C(C)(C)C)=O)OC(=O)C(C)(C)C)C1=CC(=C(C=C1)OC(=O)C(C)(C)C)OC